The molecule is a branched beta-D-glucan that consists of a beta-1,3-linked nonaglucan backbone with a beta-1,3-glucotetraose branch at the 6-O-position of the nonaglucan central sugar unit. C([C@@H]1[C@H]([C@@H]([C@H]([C@@H](O1)O)O)O[C@H]2[C@@H]([C@H]([C@@H]([C@H](O2)CO)O)O[C@H]3[C@@H]([C@H]([C@@H]([C@H](O3)CO)O)O[C@H]4[C@@H]([C@H]([C@@H]([C@H](O4)CO)O)O[C@H]5[C@@H]([C@H]([C@@H]([C@H](O5)CO[C@H]6[C@@H]([C@H]([C@@H]([C@H](O6)CO)O)O[C@H]7[C@@H]([C@H]([C@@H]([C@H](O7)CO)O)O[C@H]8[C@@H]([C@H]([C@@H]([C@H](O8)CO)O)O[C@H]9[C@@H]([C@H]([C@@H]([C@H](O9)CO)O)O)O)O)O)O)O)O[C@H]1[C@@H]([C@H]([C@@H]([C@H](O1)CO)O)O[C@H]1[C@@H]([C@H]([C@@H]([C@H](O1)CO)O)O[C@H]1[C@@H]([C@H]([C@@H]([C@H](O1)CO)O)O[C@H]1[C@@H]([C@H]([C@@H]([C@H](O1)CO)O)O)O)O)O)O)O)O)O)O)O)O